4-(5-methyl-4-(2-oxo-2,3-dihydrobenzo[d]oxazol-5-ylamino)pyrimidin-2-ylamino)-N-phenyl-2-(trifluoromethyl)benzamide CC=1C(=NC(=NC1)NC1=CC(=C(C(=O)NC2=CC=CC=C2)C=C1)C(F)(F)F)NC=1C=CC2=C(NC(O2)=O)C1